5-tert-butyl-N-[(3,3-difluoro-4-piperidyl)methyl]-1,2,4-oxadiazole-3-carboxamide hydrochloride Cl.C(C)(C)(C)C1=NC(=NO1)C(=O)NCC1C(CNCC1)(F)F